1-(3-fluoro-bicyclo[1.1.1]pentan-1-yl)-2-nitroethanol FC12CC(C1)(C2)C(C[N+](=O)[O-])O